FC1(C(N(C2=C(O1)C=C(C(=C2)C2=C(C(=C(C(=C2F)F)F)F)F)F)CCCC(=O)O)=O)F 4-(2,2,7-trifluoro-3-oxo-6-(perfluorophenyl)-2,3-dihydro-4H-benzo[b][1,4]oxazin-4-yl)butanoic acid